CSC1=NC=CC(=N1)C=1C=C(C(=O)O)C=C(C1)C1=NC(=NC=C1)SC 3,5-bis(2-(methylthio)pyrimidin-4-yl)benzoic acid